3,8-dihydroxy-9-methoxypterocarpan OC=1C=CC=2[C@@H]3OC4=CC(=C(C=C4[C@@H]3COC2C1)O)OC